2-[1-hydroxy-4-(4-nitrophenyl)cyclohexyl]acetaldehyde OC1(CCC(CC1)C1=CC=C(C=C1)[N+](=O)[O-])CC=O